C(C)(C)OC=1C=C(CC2=C(NC=3N(C2=O)N=C(C3N3CCCCC3)C3=CC=CC=C3)C)C=CC1OC 6-(3-isopropoxy-4-methoxybenzyl)-5-methyl-2-phenyl-3-(piperidin-1-yl)pyrazolo[1,5-a]pyrimidin-7(4H)-one